ClC=1C=C(C=C(C1)Cl)C1=NC(=CC(=C1)CN1CCC(CC1)CNC(C)=O)OC=1C=NC(=NC1)N1CCN(CC1)CC(CF)O N-((1-((2-(3,5-dichlorophenyl)-6-((2-(4-(3-fluoro-2-hydroxypropyl)piperazin-1-yl)pyrimidin-5-yl)oxy)pyridin-4-yl)methyl)piperidin-4-yl)methyl)acetamide